[NH2]([C@@H](CCC(=O)[O-])C(=O)[O-])=O Glutamate Oxide